2-(5-(2-methoxyvinyl)thiophen-3-yl)acetic acid COC=CC1=CC(=CS1)CC(=O)O